4-(4-(3,8-diazabicyclo-[3.2.1]octan-3-yl)-2-(((2R,7aS)-2-fluorotetra-hydro-1H-pyrrolizin-7a(5H)-yl)methoxy)pyrido[3,2-d]-pyrimidin-7-yl)naphthalen-2-ol C12CN(CC(CC1)N2)C=2C1=C(N=C(N2)OC[C@]23CCCN3C[C@@H](C2)F)C=C(C=N1)C1=CC(=CC2=CC=CC=C12)O